2-methyl-N-(6-methylpyridin-3-yl)-3-nitrobenzamid CC1=C(C(=O)NC=2C=NC(=CC2)C)C=CC=C1[N+](=O)[O-]